FB(F)F trifluoroborane